2-Amino-7-(3,4-difluorobenzyl)-9-((2R,3R,5S)-3-hydroxy-5-(hydroxymethyl)tetrahydrofuran-2-yl)-7,9-dihydro-8H-purin-8-on NC1=NC=C2N(C(N(C2=N1)[C@@H]1O[C@@H](C[C@H]1O)CO)=O)CC1=CC(=C(C=C1)F)F